4,4-dichloro-N-((1S,2S)-2-(6-fluoro-2,3-dimethylphenyl)-1-(5-oxo-4,5-dihydro-1,3,4-oxadiazol-2-yl)propyl)piperidine-1-sulfonamide ClC1(CCN(CC1)S(=O)(=O)N[C@@H]([C@@H](C)C1=C(C(=CC=C1F)C)C)C=1OC(NN1)=O)Cl